(E)-N-(2-chloro-3-methoxyphenyl)-2-(hydroxyimino)acetamide ClC1=C(C=CC=C1OC)NC(/C=N/O)=O